N,N-diethyl-2-hydroxy-2-methylpropanamide C(C)N(C(C(C)(C)O)=O)CC